(R)-2-(Pyrrolidin-3-ylmethyl)-2,7-diazaspiro[3.5]nonane-7-sulfonamide hydrochloride Cl.N1C[C@@H](CC1)CN1CC2(C1)CCN(CC2)S(=O)(=O)N